C(C)(C)(C)OC(=O)N1CC=2N(CC1)C(=NC2)I 3-iodo-5,6-dihydroimidazo[1,5-a]pyrazine-7(8H)-carboxylic acid tert-butyl ester